ClC=1C=C(CN2C(C(C3=CC(=CC=C23)NC(CCC)=O)=O)=O)C=CC1Cl N-(1-(3,4-dichlorobenzyl)-2,3-diketoindol-5-yl)N-butyramide